N-((2,6-dihydroxy-5'-methyl-4-pentyl-1',2',3',4'-tetrahydro-[1,1'-biphenyl]-3-yl)sulfonyl)-2-(3-methyl-1H-1,2,4-triazol-5-yl)acetamide OC1=C(C(=CC(=C1S(=O)(=O)NC(CC1=NC(=NN1)C)=O)CCCCC)O)C1CCCC(=C1)C